C1(CC1)C(C)(O)C1=CC=2N(C=C1)C=CN2 1-cyclopropyl-1-imidazo[1,2-a]pyridin-7-yl-ethanol